C(C)N1N=C(C=C1C1=CC=C(C(=N1)OC)NC(=O)C=1C(=NOC1C)C1=CC=CC=C1)C=1SC=CN1 (6-(1-ethyl-3-(thiazol-2-yl)-1H-pyrazol-5-yl)-2-methoxypyridin-3-yl)-5-methyl-3-phenylisoxazole-4-carboxamide